4-amino-1,2,5-oxadiazole NC=1C=NON1